Racemic-4-((7-ethyl-7-hydroxy-6,7-dihydro-5H-cyclopenta[b]pyridin-2-yl)amino)-2-((1,1,2-trimethyl-1,2,3,4-tetrahydroisoquinolin-6-yl)amino)pyrimidine-5-carbonitrile C(C)[C@]1(CCC=2C1=NC(=CC2)NC2=NC(=NC=C2C#N)NC=2C=C1CCN(C(C1=CC2)(C)C)C)O |r|